N1(CCNCC1)C1=CC=C(C(=O)OCC=C)C=C1 Allyl 4-(piperazin-1-yl)benzoate